N-[(2S)-2-hydroxy-2-(3-pyridyl)ethyl]-N-propyl-3-(trifluoromethyl)-6,7-dihydro-5H-cyclopenta[c]pyridine-6-carboxamide O[C@H](CN(C(=O)C1CC2=C(C=NC(=C2)C(F)(F)F)C1)CCC)C=1C=NC=CC1